BrCC1C(CN(CC1)C(=O)OC(C)(C)C)(C)C tertbutyl 4-(bromomethyl)-3,3-dimethyl-piperidine-1-carboxylate